ClC(C(=O)OC)(C(=O)OC)Cl dimethyl 2,2-dichloromalonate